OC(CN1C[C@@H]2[C@H](C1)CC(C2)S(=O)(=O)C2=CC=CC=C2)C2=CC=C(C=C2)O 4-(1-hydroxy-2-((3aR,5s,6aS)-5-(phenylsulfonyl)hexahydrocyclopenta[c]pyrrol-2(1H)-yl)ethyl)phenol